R-phthalonitrile C(C=1C(C#N)=CC=CC1)#N